N-(4-((2-(1,1-difluoroethyl)-6-methylpyrimidin-4-yl)amino)-5-(5-fluoropyrimidin-2-yl)pyridin-2-yl)acetamide FC(C)(F)C1=NC(=CC(=N1)NC1=CC(=NC=C1C1=NC=C(C=N1)F)NC(C)=O)C